N1N=CC=2C1=NC=C(C2)CN2CCC1=CC=C(C=C21)C(=O)NC2=CC(=CC=C2)C(F)(F)F 1-((1H-pyrazolo[3,4-b]pyridin-5-yl)methyl)-N-(3-(trifluoromethyl)phenyl)indoline-6-carboxamide